tert-butyl (6-((2-methyl-6-(tetrahydro-1H-furo[3,4-c]pyrrol-5(3H)-yl)pyridin-3-yl)amino)spiro[3.3]heptan-2-yl)carbamate CC1=NC(=CC=C1NC1CC2(CC(C2)NC(OC(C)(C)C)=O)C1)N1CC2C(C1)COC2